NC1=CC(=C(C=C1C1=CC=CC=C1)C(=O)NCCN(CC)CC)OC 6-amino-N-(2-(diethylamino)ethyl)-4-methoxy-[1,1'-biphenyl]-3-carboxamide